NCC(CN1CCN(CC1)C=1C=C2CN(CC2=CC1)C1C(NC(CC1)=O)=O)C 5-(4-(3-amino-2-methylpropyl)piperazin-1-yl)-2-(2,6-dioxopiperidin-3-yl)isoindoline